2-(3,5-dichloro-4-((8-isopropyltetrazolo[1,5-b]pyridazin-6-yl)oxy)phenyl)-3,5-dioxo-2,3,4,5-tetrahydro-1,2,4-triazine-6-carbonitrile ClC=1C=C(C=C(C1OC=1C=C(C=2N(N1)N=NN2)C(C)C)Cl)N2N=C(C(NC2=O)=O)C#N